4-chloro-2-(2-fluoropyridin-3-yl)-1H-pyrrolo[2,3-b]pyridine ClC1=C2C(=NC=C1)NC(=C2)C=2C(=NC=CC2)F